1-[1-methyl-6-(4,4,5,5-tetramethyl-1,3,2-dioxaborolan-2-yl)indazol-3-yl]hexahydropyrimidine CN1N=C(C2=CC=C(C=C12)B1OC(C(O1)(C)C)(C)C)N1CNCCC1